1-butyl-2-(2-[3-[2-(1-butyl-1H-benzo[cd]indol-2-ylidene)-ethylidene]-2-phenyl-cyclohex-1-enyl]-vinyl)-benzo[cd]indolium 4-dodecylbenzenesulfonate C(CCCCCCCCCCC)C1=CC=C(C=C1)S(=O)(=O)[O-].C(CCC)[N+]1=C(C2=C3C(C=CC=C13)=CC=C2)C=CC2=C(C(CCC2)=CC=C2N(C1=CC=CC=3C1=C2C=CC3)CCCC)C3=CC=CC=C3